3,3',5,5'-tetraamino-4,4'-dinitro-1,1'-bipyrazole NC1=NN(C(=C1[N+](=O)[O-])N)N1N=C(C(=C1N)[N+](=O)[O-])N